8-(2-fluoro-4-nitrophenoxy)-2,3-dimethoxy-1,5-naphthyridine FC1=C(OC=2C=CN=C3C=C(C(=NC23)OC)OC)C=CC(=C1)[N+](=O)[O-]